5-methyl-hexanal CC(CCCC=O)C